ClC=1C=C(C=CC1)C=1N=C(SC1/C=C/C(=O)NC1=CC=CC=2NC(NC21)=O)C(C)C (E)-3-(4-(3-chlorophenyl)-2-isopropylthiazol-5-yl)-N-(2-oxo-2,3-dihydro-1H-benzo[d]imidazol-4-yl)acrylamide